C(C)(C)(C)OC(=O)N1[C@H]([C@]2(CC1)NC(COC2)=O)COC2CCC(CC2)C2=C(OC(CC(=O)O)C)C=CC=C2 |o1:8,9| 3-{2-[(1s,4s)-4-{[rel-(1R,5S)-2-[(tert-butoxy)carbonyl]-7-oxo-9-oxa-2,6-diazaspiro[4.5]decan-1-yl]methoxy}cyclohexyl]phenoxy}butanoic acid